3-chloro-N-((4R,5S,7R,8R,9S,10R)-8,10-dihydroxy-7-(hydroxymethyl)-9-(4-(3,4,5-trifluorophenyl)-1H-1,2,3-triazol-1-yl)-1,6-dioxaspiro[4.5]dec-4-yl)quinoline-5-carboxamide ClC=1C=NC=2C=CC=C(C2C1)C(=O)N[C@@H]1CCO[C@]12O[C@@H]([C@@H]([C@@H]([C@H]2O)N2N=NC(=C2)C2=CC(=C(C(=C2)F)F)F)O)CO